4-chloro-7-methyl-N-{[6-methyl-4-(methylsulfanyl)-2-oxo-1H-pyridin-3-yl]methyl}-4'-(morpholin-4-ylmethyl)spiro[1,3-benzodioxole-2,1'-cyclohexane]-6-carboxamide ClC1=CC(=C(C=2OC3(CCC(CC3)CN3CCOCC3)OC21)C)C(=O)NCC=2C(NC(=CC2SC)C)=O